FC1(C(C1)CN1N=C2N(C(N(CC2=C1)C1CCN(CC1)C1=C(C=CC=C1C)F)=O)CC1=C(C=CC=C1)C(F)(F)F)F 2-(2,2-Difluoro-cyclopropylmethyl)-5-[1-(2-fluoro-6-methyl-phenyl)-piperidin-4-yl]-7-(2-trifluoromethylbenzyl)-2,4,5,7-tetrahydro-pyrazolo[3,4-d]pyrimidin-6-one